C1(=CC=C(C=C1)C1=CC(=NC=C1)CNC(=O)C1=CN(C=C1)S(=O)(=O)C)C1=CC=CC=C1 N-((4-([1,1'-biphenyl]-4-yl)pyridin-2-yl)methyl)-1-(methylsulfonyl)-1H-pyrrole-3-carboxamide